O[C@@H]1CC2CC[C@H]3[C@@H]4CC[C@H]([C@@H](C=CC(=O)O)C)[C@]4(CC[C@@H]3[C@]2(CC1)C)C 3β-hydroxycholenic acid